BrC=1C=CC(=C(OCC(=O)O)C1)NC(C(F)(F)F)C1=CC=CC=C1 5-bromo-2-[(2,2,2-trifluoro-1-phenylethyl)amino]phenoxyacetic acid